8,14-dioxa-5,10,19,20,23-pentaazatetracyclo[13.5.2.12,5.018,21]tricosa-1(20),2(23),3,15(22),16,18(21)-hexaen-9-one C=12C=3C=CN(CCOC(NCCCOC=4C=CC(NN1)=C2C4)=O)N3